di-tert-butyl-(4-dimethylaminophenyl)phosphine palladium (II) [Pd+2].C(C)(C)(C)P(C1=CC=C(C=C1)N(C)C)C(C)(C)C